8-methoxy-4-[[4-(methylamino)-2-methylsulfanyl-pyrimidin-5-yl]methylamino]-3,4-dihydro-2H-quinoline-1-carboxylic acid tert-butyl ester C(C)(C)(C)OC(=O)N1CCC(C2=CC=CC(=C12)OC)NCC=1C(=NC(=NC1)SC)NC